(2,6-Dichloro-4-pyridyl)-(1,4-dioxan-2-yl)methanol ClC1=NC(=CC(=C1)C(O)C1OCCOC1)Cl